copper phenanthroline iodide [I-].N1=CC=CC2=CC=C3C=CC=NC3=C12.[Cu+2].[I-]